CCCCC/C=C\\C[C@@H]([C@@H](/C=C/C(C/C=C\\CCCC(=O)O)O)O)O The molecule is a trioxilin having (5Z,9E,14Z) double bond configuration; and 8-, (11R)- and (12S)-hydroxy substituents. It derives from a (5Z,9E,14Z)-icosa-5,9,14-trienoic acid. It is a conjugate acid of a trioxilin A3(1-).